C(C=C)(=O)NC=1C(=CC(=C(C1)NC1=CC(=NC=N1)N1OCC[C@@H]1C=1C=C(C(=O)OC(C)C)C=CC1)OC)N1CCN(CC1)C isopropyl (R)-3-(2-(6-((5-acrylamido-2-methoxy-4-(4-methylpiperazin-1-yl)phenyl)amino)pyrimidin-4-yl)isoxazolidin-3-yl)benzoate